(4'-fluoro-[1,1'-biphenyl]-4-yl)(7-hydroxy-1-methyl-1H-pyrrolo[2,3-c]pyridin-3-yl)methanone FC1=CC=C(C=C1)C1=CC=C(C=C1)C(=O)C1=CN(C2=C(N=CC=C21)O)C